2-(hydroxymethyl)-6-(2-methoxyethoxy)-5-((6-(trifluoromethyl)pyrazin-2-yl)amino)tetrahydro-2H-pyran-3,4-diol OCC1OC(C(C(C1O)O)NC1=NC(=CN=C1)C(F)(F)F)OCCOC